[1-[1-[3-[[(4S)-chroman-4-yl]carbamoyl]phenyl]-3-(difluoromethoxy)propyl]-4,4-diethyl-6-oxo-hexahydropyrimidin-2-ylidene]ammonium O1CC[C@@H](C2=CC=CC=C12)NC(=O)C=1C=C(C=CC1)C(CCOC(F)F)N1C(NC(CC1=O)(CC)CC)=[NH2+]